O1[C@@H](CC1)CN1C(=NC=2C1=NC=C(C2)C2=NN=C(N2)C(F)(F)F)CN2CCCCC2 1-[(3-{[(2S)-oxetan-2-yl]methyl}-6-[5-(trifluoromethyl)-4H-1,2,4-triazol-3-yl]-3H-imidazo[4,5-b]pyridin-2-yl)methyl]piperidine